C(C)OP(OCC)OCC triethoxyphosphane